methyl-N-{5-[3-(pyrrolidin-3-ylamino)phenyl]Pyridin-2-yl}pyrimidine-5-carboxamide CC1=NC=C(C=N1)C(=O)NC1=NC=C(C=C1)C1=CC(=CC=C1)NC1CNCC1